N5-cyclopropyl-N3-methyl-1-(3-methylbenzyl)-2-oxo-1,2-dihydropyridine-3,5-dicarboxamide C1(CC1)NC(=O)C=1C=C(C(N(C1)CC1=CC(=CC=C1)C)=O)C(=O)NC